C1=C(C(=O)NC(=O)N1[C@H]2[C@@H]([C@@H]([C@H](O2)COP(=O)(O)OP(=O)(O)OP(=O)(O)O)O)O)Br The molecule is a pyrimidine ribonucleoside 5'-triphosphate having 5-bromouracil as the pyrimidine component. It is a pyrimidine ribonucleoside 5'-triphosphate and an organobromine compound. It derives from an UTP.